CN(C(C=C)=O)CCOC=1C=2N(C=C(N1)C=1C=NN(C1)C)N=CC2 N-methyl-N-(2-((6-(1-methyl-1H-pyrazol-4-yl)pyrazolo[1,5-a]pyrazin-4-yl)oxy)ethyl)acrylamide